(R)-N-acetoxy-5-(1-amino-2-methoxyethyl)thiophene-3-carboxamidine C(C)(=O)ONC(=N)C1=CSC(=C1)[C@@H](COC)N